N-Cbz-L-glutamic acid 5-ethyl ester C(C)OC(CC[C@H](NC(=O)OCC1=CC=CC=C1)C(=O)O)=O